OC(=O)C(F)(F)F.N[C@H]1CN(CC1)C1=NC(=NC2=CC(=CC=C12)NC(C=C)=O)N1CCCC1 (R)-N-(4-(3-aminopyrrolidin-1-yl)-2-(pyrrolidin-1-yl)quinazolin-7-yl)acrylamide TFA salt